[Al].[N].[P] phosphorus nitrogen aluminum